Ethyl 2-[methyl-[(2-phenylphenyl)methyl]amino]-2-oxo-acetate CN(C(C(=O)OCC)=O)CC1=C(C=CC=C1)C1=CC=CC=C1